2-(4-(5-chloro-2-(1H-tetrazol-1-yl)phenyl)-2,5-dioxopiperazin-1-yl)-N-(4-fluoropyridin-2-yl)-3-phenylpropanamide ClC=1C=CC(=C(C1)N1CC(N(CC1=O)C(C(=O)NC1=NC=CC(=C1)F)CC1=CC=CC=C1)=O)N1N=NN=C1